3-(4-chlorophenyl)-2-(4-methoxyphenyl)-6-methylbenzofuran-4-carboxylic acid ClC1=CC=C(C=C1)C1=C(OC=2C1=C(C=C(C2)C)C(=O)O)C2=CC=C(C=C2)OC